BrC1=NC=C(C(=C1)NC1CC(CC(C1)NC(OC(C)(C)C)=O)(F)F)[N+](=O)[O-] tert-butyl (5-((2-bromo-5-nitropyridin-4-yl)amino)-3,3-difluorocyclohexyl)carbamate